5-acetyl-1,1,2,3,3,6-hexamethylindan C(C)(=O)C=1C=C2C(C(C(C2=CC1C)(C)C)C)(C)C